tert-butyl 4-[6-[8-(2-methoxy-2-oxo-ethyl)-2-methyl-imidazo[1,2-b]pyridazin-6-yl]-1-oxo-2-isoquinolyl]piperidine-1-carboxylate COC(CC=1C=2N(N=C(C1)C=1C=C3C=CN(C(C3=CC1)=O)C1CCN(CC1)C(=O)OC(C)(C)C)C=C(N2)C)=O